NC/C(/CN1N=CN(C1=O)C=1C(=C(C=CC1)C1=CC(=NC=C1)NC(C)=O)C)=C\F N-[4-(3-{1-[(2E)-2-(aminomethyl)-3-fluoroprop-2-en-1-yl]-5-oxo-1,5-dihydro-4H-1,2,4-triazol-4-yl}-2-methylphenyl)pyridin-2-yl]acetamide